N-(4-((3-((4-chloro-3-(trifluoromethyl)phenyl)sulfonamido)-5-methylpyridin-2-yl)oxy)-3-(2-methoxyethoxy)phenyl)acrylamide ClC1=C(C=C(C=C1)S(=O)(=O)NC=1C(=NC=C(C1)C)OC1=C(C=C(C=C1)NC(C=C)=O)OCCOC)C(F)(F)F